5-(((5-(5-(1-(4'-ethoxy-[1,1'-biphenyl]-3-yl)ethyl)-1,2,4-oxadiazol-3-yl)-2-methylphenyl)amino)methyl)thiophene-2-carboxylic acid C(C)OC1=CC=C(C=C1)C1=CC(=CC=C1)C(C)C1=NC(=NO1)C=1C=CC(=C(C1)NCC1=CC=C(S1)C(=O)O)C